C(C1=CC=CC=C1)(=O)SC=1SCSC1SC(C1=CC=CC=C1)=O 4,5-bis(benzoylthio)-1,3-dithiole